3-[3,5-Dimethyl-4-[4-(methylamino)-1-piperidyl]-2-oxo-benzimidazol-1-yl]piperidine-2,6-dione CN1C(N(C2=C1C(=C(C=C2)C)N2CCC(CC2)NC)C2C(NC(CC2)=O)=O)=O